FC1=C(C=CC(=C1)C([2H])([2H])[2H])O 2-fluoro-4-(trideuteriomethyl)phenol